2-((1-(7-methyl-4-oxo-2-(tetrahydro-2H-pyran-4-yl)-4H-pyrido[1,2-a]pyrimidin-9-yl)ethyl)amino)benzoic acid CC=1C=C(C=2N(C(C=C(N2)C2CCOCC2)=O)C1)C(C)NC1=C(C(=O)O)C=CC=C1